7-((3-octyl-undecyl)oxy)-7-oxoheptanoic acid C(CCCCCCC)C(CCOC(CCCCCC(=O)O)=O)CCCCCCCC